C(C)C1=C(C=C(C(=C1)O)F)C1=CC=C2C(=NNC2=C1)C1=NC2=C(N1)CN(C2)C(=O)C=2N=NC=CC2 (2-(6-(2-ethyl-5-fluoro-4-hydroxyphenyl)-1H-indazol-3-yl)-pyrrolo[3,4-d]imidazol-5(1H,4H,6H)-yl)(pyridazin-3-yl)methanone